C[C@@H]1N(CCC(C1)C1=CC=C2C=NN(C2=C1)C)C(=O)OC(C)(C)C tert-butyl (2S)-2-methyl-4-(1-methylindazol-6-yl)piperidine-1-carboxylate